ClC1=C(C(=CC=C1)F)NC(C1=C(N=C(C(=C1)F)N1N=C(N(C1=O)CC)CO)O[C@H]1COCC1)=O |r| Racemic-N-(2-Chloro-6-fluorophenyl)-6-(4-ethyl-3-(hydroxymethyl)-5-oxo-4,5-dihydro-1H-1,2,4-triazol-1-yl)-5-fluoro-2-((tetrahydrofuran-3-yl)oxy)nicotinamide